N-(2,4-difluoro-3-iodophenyl)-2,5-dimethoxybenzenesulfonamide FC1=C(C=CC(=C1I)F)NS(=O)(=O)C1=C(C=CC(=C1)OC)OC